N-(2-(5-((4-(4-chlorothiazol-2-yl)piperazin-1-yl)sulfonyl)indoline-1-carbonyl)phenyl)-N-methylmethanesulfonamide ClC=1N=C(SC1)N1CCN(CC1)S(=O)(=O)C=1C=C2CCN(C2=CC1)C(=O)C1=C(C=CC=C1)N(S(=O)(=O)C)C